phenethyl-boronic acid methyliminodiacetate CN(CC(=O)O)CC(=O)O.C(CC1=CC=CC=C1)B(O)O